CP(=O)(C)C=1C=C2C(=NN(C2=CC1)C1=CC=C(C=C1)C(F)(F)F)CNC(C=C)=O N-((5-(dimethylphosphoryl)-1-(4-(trifluoromethyl)phenyl)-1H-indazol-3-yl)methyl)acrylamide